3,3-difluoropropenyl sulfide FC(C=CSC=CC(F)F)F